C(C1=CC=CC=C1)OC(=O)N([C@@H]1CC(CN(C1)C(=O)OC(C)(C)C)(F)F)CCCOCC1=CC=CC=C1 tert-butyl (5R)-5-{[(benzyloxy)carbonyl][3-(benzyloxy)propyl]amino}-3,3-difluoropiperidine-1-carboxylate